3-Bromo-2-(4-methoxyphenyl)imidazole BrN1C(=NC=C1)C1=CC=C(C=C1)OC